FC=1N=NSC1NC(=O)NC1=CC=CC=C1 1-(4-fluoro-1,2,3-thiadiazol-5-yl)-3-phenylurea